ClC1=C(C=CC=C1C1=NC=NC(=C1Cl)C1=CC(=C(C=C1)CNC1CC(C1)O)OC)C1=CC=C(C(=N1)OC)CNC1CC(C1)O (1s,3s)-3-(((6-(2-chloro-3-(5-chloro-6-(4-((((1s,3r)-3-hydroxycyclobutyl)amino)methyl)-3-methoxyphenyl)pyrimidin-4-yl)phenyl)-2-methoxypyridin-3-yl)methyl)amino)cyclobutan-1-ol